C(C#C)[C@H]1C([C@H]([C@@H]([C@@H](O1)CC(=O)O)CC(=O)O)CC(=O)O)CC(=O)O.C(C)(=O)O.C(C)(=O)O.C(C)(=O)O.C(C)(=O)O.C(C#C)C(=O)[C@@H](O)[C@H](O)[C@H](O)[C@@H](O)C |&1:7| propargyl-fucose tetraacetate ((3S,4R,SR,6S)-6-(prop-2-ynyl)-tetrahydro-2H-pyran-2,3,4,5-tetrayl-tetraacetate)